NC1=C2N=CN(C2=NC=N1)[C@H]1C=C[C@@](C1)(C#C)OCP(O)(O)=O {[(1S,4R)-4-(6-aminopurin-9-yl)-1-ethynylcyclopent-2-en-1-yl]oxy}methylphosphonic acid